(4-methyl-2H-1,2,3-triazol-2-yl)-5-(6-methyl-7-(4-((1S,5R)-3-(tetrahydro-2H-pyran-4-yl)-3-azabicyclo[3.1.0]hex-1-yl)phenyl)imidazo[1,2-b]pyridazin-3-yl)-1,8-naphthyridine CC1=NN(N=C1)C1=NC2=NC=CC(=C2C=C1)C1=CN=C2N1N=C(C(=C2)C2=CC=C(C=C2)[C@]21CN(C[C@@H]1C2)C2CCOCC2)C